disodium α-sulfoglycolate S(=O)(=O)(O)C(C(=O)[O-])O.[Na+].[Na+].S(=O)(=O)(O)C(C(=O)[O-])O